FC12CC(C1)(C2)C(C[N+](=O)[O-])O 1-(3-Fluorobicyclo[1.1.1]pentan-1-yl)-2-nitroethanol